C(C)(C)(C)OC(=O)N1[C@H](CN(CC1)C1=NC(=CN=C1)OCC1=C(C=C(C=C1)C#N)F)C (S)-4-(6-((4-cyano-2-fluorobenzyl)oxy)pyrazin-2-yl)-2-methylpiperazine-1-carboxylic acid tert-butyl ester